C(CCCNC(=O)NCCCC(N1CC2=CC(=CC=C2CC1)O[C@@H]1[C@H](CC2=C(C=C(C=C12)Cl)C#N)N1CCNCC1)=O)NC(=O)NCCCC(=O)N1CC2=CC(=CC=C2CC1)O[C@@H]1[C@H](CC2=C(C=C(C=C12)Cl)C#N)N1CCNCC1 1,1'-(butane-1,4-diyl)bis[3-(4-[7-([(1s,2s)-6-chloro-4-cyano-2-(piperazin-1-yl)-2,3-dihydro-1H-inden-1-yl]oxy)-3,4-dihydroisoquinolin-2(1H)-yl]-4-oxobutyl)urea]